CC1=NON=C1S(=O)(=O)N1[C@H]2CC(C[C@@H]1CC2)N2CCC(CC2)C 3-methyl-4-(((1r,3r,5s)-3-(4-methylpiperidin-1-yl)-8-azabicyclo[3.2.1]oct-8-yl)sulfonyl)-1,2,5-oxadiazole